FC1=C(NC=2C3=C(N=CN2)C=CC(=N3)O[C@@H]3CN(CC3)C(=O)OC(C)(C)C)C=CC(=C1C)F tert-Butyl (3S)-3-[4-(2,4-difluoro-3-methyl-anilino)pyrido[3,2-d]pyrimidin-6-yl]oxypyrrolidine-1-carboxylate